8'-chloro-6'-(4,4,5,5-tetramethyl-1,3,2-dioxaborolan-2-yl)-1',4'-dihydro-2'H-spiro[cyclopropane-1,3'-quinolin]-2'-one ClC=1C=C(C=C2CC3(C(NC12)=O)CC3)B3OC(C(O3)(C)C)(C)C